1-(3-methoxyphenyl)-4-methylene-3-phenyl-3-azabicyclo[3.1.0]hexane-2-one COC=1C=C(C=CC1)C12C(N(C(C2C1)=C)C1=CC=CC=C1)=O